tert-butyl (3R,4R)-3-fluoro-4-{[7-(3-methylbutan-2-yl)imidazo[4,3-f][1,2,4]triazin-2-yl]amino}piperidine-1-carboxylate F[C@@H]1CN(CC[C@H]1NC1=NN2C(C=N1)=CN=C2C(C)C(C)C)C(=O)OC(C)(C)C